BrC1=C(C=C(C=C1)F)CC(=O)O 2-(2-bromo-5-fluoro-phenyl)acetic acid